O=CCSCCNC([O-])=O (2-((2-oxoethyl)thio)ethyl)carbamate